ClC=1C=CC(=C(C1)O)C1=C2C(=C(N=N1)N[C@H]1CN(CCC1)C)C=NC=C2 (R)-5-chloro-2-(4-((1-methylpiperidin-3-yl)amino)pyrido[3,4-d]pyridazin-1-yl)phenol